(1R,3S,4R)-2-(3-chloro-4H-thieno[3,2-b]pyrrole-5-carbonyl)-N-[(1R)-1-cyano-2-[(3S)-2-oxo-3-piperidyl]ethyl]-5,5-difluoro-2-azabicyclo[2.2.2]octane-3-carboxamide ClC1=CSC2=C1NC(=C2)C(=O)N2[C@H]1CC([C@@H]([C@H]2C(=O)N[C@H](C[C@H]2C(NCCC2)=O)C#N)CC1)(F)F